FC1=C2C=CN(C2=C(C=C1)C)C1=NC(=CC=C1)N1CCN(CC1)C 4-fluoro-7-methyl-N-(6-(4-methylpiperazin-1-yl)pyridin-2-yl)-1H-indole